N-(2-fluoro-5-(2-methyl-4-nitrophenoxy)phenyl)-2-(3-(trifluoromethyl)phenyl)acetamide FC1=C(C=C(C=C1)OC1=C(C=C(C=C1)[N+](=O)[O-])C)NC(CC1=CC(=CC=C1)C(F)(F)F)=O